(Z)-2,2-difluoro-N1-(N-Boc-aminophenyl)acethydrazide FC(C(=O)N(N)C1=C(C=CC=C1)NC(=O)OC(C)(C)C)F